bis-(2-hydroxypropyl)-dimethyl-ammonium OC(C[N+](C)(C)CC(C)O)C